CC=1N=C2N(C=C(N=C2C)N=C(C2=CC=CC=C2)C2=CC=CC=C2)C1 (2,8-dimethylimidazo[1,2-a]pyrazin-6-yl)-1,1-diphenylmethanimine